(R)-8-cyclopentyl-7-ethyl-2-[(7-methoxy-2-oxo-1,2,3,4-tetrahydroquinolin-6-yl)amino]-5-methyl-7,8-dihydropterin C1(CCCC1)N1C(CN(C=2C(N[C@](NC12)(N)NC=1C=C2CCC(NC2=CC1OC)=O)=O)C)CC